4-((dimethylamino)methyl)-N-(3-methoxybenzyl)-N-(3-morpholinobenzyl)aniline CN(C)CC1=CC=C(N(CC2=CC(=CC=C2)N2CCOCC2)CC2=CC(=CC=C2)OC)C=C1